F[P-](F)(F)(F)(F)F.[NH+]=1N[N+](=C2N=CC=CC21)[O-] triazolo[4,5-b]pyridinium 3-oxid hexafluorophosphate